COC(=O)C1=NC=CC(=C1)CNC1CCN(CC12CC2)C(=O)OC(C)(C)C tert-butyl 8-(((2-(methoxycarbonyl)pyridin-4-yl)methyl)amino)-5-azaspiro[2.5]octane-5-carboxylate